2-(aminomethyl)benzenesulfonic acid NCC1=C(C=CC=C1)S(=O)(=O)O